7-chloro-1-(cyclopropylmethyl)-1H-indole-2-carbaldehyde ClC=1C=CC=C2C=C(N(C12)CC1CC1)C=O